(2,5-difluorobenzyl)isoxazole-3-carboxylic acid FC1=C(CC=2C(=NOC2)C(=O)O)C=C(C=C1)F